Cl.C(C)OC(=O)C=1C=NC=CC1 Pyridine-3-carboxylic acid ethyl ester hydrochloride